ClC=1N=NC(=CC1C(C)C)Cl 3,6-dichloro-4-isopropylpyridazin